1-((R)-2-hydroxy-2-((3R,5S,8R,9R,10S,13S,14S,17S)-3-hydroxy-3-(methoxymethyl)-13-methylhexadecahydro-1H-cyclopenta[a]phenanthren-17-yl)propyl)-1H-pyrazole-4-carbonitrile O[C@](CN1N=CC(=C1)C#N)(C)[C@H]1CC[C@H]2[C@@H]3CC[C@H]4C[C@](CC[C@@H]4[C@H]3CC[C@]12C)(COC)O